1-(2-(4-nitro-2-(trifluoromethyl)phenoxy)ethyl)pyrrolidine methyl-2-amino-4-pentynoate COC(C(CC#C)N)=O.[N+](=O)([O-])C1=CC(=C(OCCN2CCCC2)C=C1)C(F)(F)F